C[C@H](C=O)NC(OC(C)(C)C)=O 1,1-dimethylethyl N-[(1R)-1-methyl-2-oxoethyl]carbamate